O1CCC=C1 2,3-Dihydrofuran